1-isopropyl-N-((5-(2-methoxypyridin-4-yl)-2,3-dihydro-1H-inden-4-yl)carbamoyl)-6-oxo-1,6-dihydropyridin-3-sulfonamide C(C)(C)N1C=C(C=CC1=O)S(=O)(=O)NC(NC1=C2CCCC2=CC=C1C1=CC(=NC=C1)OC)=O